(2S,3R,E)-N-benzyl-3-methyl-5-phenyl-2-(p-tolyl)pent-4-enamide C(C1=CC=CC=C1)NC([C@@H]([C@@H](\C=C\C1=CC=CC=C1)C)C1=CC=C(C=C1)C)=O